FC=1C=NC(=NC1)C[C@H]1CN(CC1)CC1=CN=C(S1)NC(C)=O (S)-N-(5-((3-((5-fluoropyrimidin-2-yl)methyl)pyrrolidin-1-yl)methyl)thiazol-2-yl)acetamide